COC=1C=C(C=C(C1OC)C)NC1=NC=C(C(=N1)NN1C(OC2=C1C=CC=C2F)=O)C (2-(3,4-dimethoxy-5-methylphenylamino)-5-methylpyrimidin-4-ylamino)-7-fluoro-benzo[d]oxazol-2(3H)-one